C(C1=CC=CC=C1)OC(=O)N1CCC(=CC1)C=1N=C(SC1)C 4-(2-Methylthiazol-4-yl)-3,6-dihydropyridine-1(2H)-carboxylic acid benzyl ester